NC1=C(C=C(C=C1C)C=CC#N)C 3-(4-amino-3,5-dimethylphenyl)acrylonitrile